CC(C(CC)O)CC 4-methyl-3-hexanol